9-(2-fluoroethyl)-5-methoxy-2,3,4,9-tetrahydro-1H-carbazole-4-carboxylic acid FCCN1C2=CC=CC(=C2C=2C(CCCC12)C(=O)O)OC